3,4,5-tribenzoyloxy-amyl benzoate C(C1=CC=CC=C1)(=O)OCCC(C(COC(C1=CC=CC=C1)=O)OC(C1=CC=CC=C1)=O)OC(C1=CC=CC=C1)=O